CN1CCN(CC1)CC1=CC=C(NC2=NC(=NC=C2CO)SC)C=C1 [4-[4-[(4-methylpiperazin-1-yl)methyl]anilino]-2-methylsulfanyl-pyrimidin-5-yl]methanol